FC=1C=C2C(N(C(=NC2=CC1)[C@@H](CCC)N1CCN(CCC1)C)C)=O (R)-6-fluoro-3-methyl-2-(1-(4-methyl-1,4-diazepan-1-yl)butyl)quinazolin-4(3H)-one